ClC=1C=C2C(=NC1NC(OC(C)(C)C)=O)OCO2 tert-butyl N-(6-chloro-[1,3]dioxolo[4,5-b]pyridin-5-yl)carbamate